N-(3-cyclopropyl-1H-pyrazol-5-yl)-2-(1-(6-methylpyridin-2-yl)-1H-pyrazol-3-yl)acetamide C1(CC1)C1=NNC(=C1)NC(CC1=NN(C=C1)C1=NC(=CC=C1)C)=O